N[C@H]1CC[C@@H](N(C1)C(=O)OC(C)(C)C)C=1OC(=NN1)OCCC(F)(F)F tert-butyl (2R,5S)-5-amino-2-[5-(3,3,3-trifluoro-propoxy)-1,3,4-oxadiazol-2-yl]piperidine-1-carboxylate